C(C)(C)(C)OC(=O)NC(=NC1CCCCC1)NC(=O)OC(C)(C)C N,N'-di-tert-butoxycarbonyl-N''-cyclohexylguanidine